2,4-Diamino-5-methyl-6-[(3,4,5-trimethoxyanilino)methyl]quinazoline NC1=NC2=CC=C(C(=C2C(=N1)N)C)CNC1=CC(=C(C(=C1)OC)OC)OC